C(=O)(OC(C)(C)C)NCCSSCCN MonoBoccystamine